N-(2-(3-bromophenyl)allyl)benzamide BrC=1C=C(C=CC1)C(CNC(C1=CC=CC=C1)=O)=C